CC1=NN(C=C1)C=1C=CC(=C2C=NN(C12)COCC[Si](C)(C)C)B1OC(C(O1)(C)C)(C)C 7-(3-methylpyrazol-1-yl)-4-(4,4,5,5-tetramethyl-1,3,2-dioxaborolan-2-yl)-1-{[2-(trimethylsilyl)-ethoxy]methyl}indazole